6-nitrobenz[c][1,2]oxaborole-1(3H)-ol [N+](=O)([O-])C=1C=CC2=C(B(OC2)O)C1